CS(=O)(=O)C=1C=CC2=C(C1)C1=CC=CC=C1C=1C(OCC12)=O 6-Methylsulfonylphenanthro-[9,10-C]-furan-1(3H)-one